O=C1N(CCC(N1)=O)C=1C=CC(=NC1)OC1CCC(CC1)C(=O)N1C[C@@H](CC1)C(=O)OCC1=CC=CC=C1 benzyl (3R)-1-[(1r,4r)-4-{[5-(2,4-dioxo-1,3-diazinan-1-yl)pyridin-2-yl]oxy}cyclohexanecarbonyl]pyrrolidine-3-carboxylate